C(C)OC(=O)C1=NN(C(C1)C(F)(F)F)C1=CC(=CC(=C1)Cl)Cl 1-(3,5-dichlorophenyl)-5-trifluoromethyl-4,5-dihydro-1H-pyrazole-3-carboxylic acid ethyl ester